tertbutyl 4-((4-bromopyridin-2-yl)carbamoyl)piperidine-1-carboxylate BrC1=CC(=NC=C1)NC(=O)C1CCN(CC1)C(=O)OC(C)(C)C